ethyl 6-{[(tert-butyldiphenylsilyl)oxy]methyl}-6-methyl-1,4,5,7-tetrahydroindazole-3-carboxylate [Si](C1=CC=CC=C1)(C1=CC=CC=C1)(C(C)(C)C)OCC1(CCC=2C(=NNC2C1)C(=O)OCC)C